CNC1=NS(C2=C1C=C(C=C2)C)(=O)=O N,5-dimethyl-1,1-dioxo-1,2-benzothiazol-3-amine